(E)-3-(3-Butoxy-4-nitrophenyl)-1-(2-hydroxyphenyl)prop-2-en-1-one C(CCC)OC=1C=C(C=CC1[N+](=O)[O-])/C=C/C(=O)C1=C(C=CC=C1)O